CN1C=CC=2C1=NC=CC2C2=NC=C(C1=C2CNC1=O)NC1=NC(=C(C=C1)N1CCN(CC1)C)C 4-(1-methyl-1H-pyrrolo[2,3-b]pyridin-4-yl)-7-((6-methyl-5-(4-methylpiperazin-1-yl)pyridin-2-yl)amino)-2,3-dihydro-1H-pyrrolo[3,4-c]pyridin-1-one